2-methoxy-azidobenzoic acid COC1=C(C(=O)O)C=CC=C1N=[N+]=[N-]